N1CC(C1)C1=NC(=NO1)C=1C2=C(N=C(N1)N1[C@H]([C@@H](C1)O)C)C(CC2)(F)F (2S,3R)-1-(4-(5-(azetidin-3-yl)-1,2,4-oxadiazole-3-yl)-7,7-difluoro-6,7-dihydro-5H-cyclopenta[d]pyrimidin-2-yl)-2-methylazetidin-3-ol